2-(2-(methylsulfonyl)-5-vinylphenyl)-7,8-dihydro-4H-[1,4]dioxino[2',3':4,5]benzo[1,2-d][1,3]oxazin-4-one CS(=O)(=O)C1=C(C=C(C=C1)C=C)C=1OC(C2=C(N1)C=C1C(=C2)OCCO1)=O